CC1=NN(C(=C1)C)C1=CC=C(N=N1)N1CCN(CC1)C(=O)N 4-(6-(3,5-dimethyl-1H-pyrazol-1-yl)pyridazin-3-yl)piperazine-1-carboxamide